P(=O)(OC1=C2C(=CNC2=CC=C1)C[C@H]1N(CCC1)C)(O)O (S)-3-((1-methylpyrrolidin-2-yl)methyl)-1H-indol-4-yl dihydrogen phosphate